NC1=C(C=NN1C(C)(C)C)C(=O)NCC#CC1=NN2C(C=CC=C2NC2CCOCC2)=C1CC(F)(F)F 5-amino-1-tert-butyl-N-(3-(7-[(tetrahydro-2H-pyran-4-yl)amino]-3-(2,2,2-trifluoroethyl)pyrazolo[1,5-a]pyridin-2-yl)prop-2-yn-1-yl)-1H-pyrazole-4-carboxamide